(+-)-2-[2-(hydroxymethyl)-3-pyridinyl]azepane-1-carbaldehyde OCC1=NC=CC=C1[C@@H]1N(CCCCC1)C=O |r|